(4-methoxycyclohexyl)-2-nitroaniline COC1CCC(CC1)NC1=C(C=CC=C1)[N+](=O)[O-]